ClC1=C(C=CC=C1C1=C(C(=CC=C1)NC=1C2=C(N=C(N1)C)C=CC=N2)Cl)NC(=O)C2=NN1C([C@@H](CCC1)N1CCC(CC1)C(=O)OC)=C2 methyl 1-[(4R)-2-[[2-chloro-3-[2-chloro-3-[(2-methylpyrido[3,2-d]pyrimidin-4-yl)amino]phenyl]phenyl]carbamoyl]-4,5,6,7-tetrahydropyrazolo[1,5-a]pyridin-4-yl]piperidine-4-carboxylate